N=1C=NN2C1C=C(C=C2)OC2=CC(=C(C=C2)NC=2C1=C(N=CN2)C=CC(=N1)N1C(/C(/CC1)=C/CN(C)C)=O)F (E)-1-(4-((4-([1,2,4]triazolo[1,5-a]pyridin-7-yloxy)-2-fluorophenyl)amino)pyrido[3,2-d]pyrimidin-6-yl)-3-(2-(dimethylamino)ethylidene)pyrrolidin-2-one